O1C(COCC1)CNC1=NC=NC(=C1)N N-[1,4]Dioxan-2-ylmethyl-pyrimidine-4,6-diamine